BrC=1C=C(C2=C(N(C=N2)C)C1)NC(=O)C=1C(N(C=C(C1)CN1C[C@H](CCC1)C)CC(F)(F)F)=O (S)-N-(6-bromo-1-methyl-1H-benzo[d]imidazol-4-yl)-5-((3-methylpiperidin-1-yl)methyl)-2-oxo-1-(2,2,2-trifluoroethyl)-1,2-dihydropyridine-3-carboxamide